tert-butyl (R)-3-((3-chlorothieno[3,2-c]pyridine-4-yl)amino)piperidine-1-carboxylate ClC1=CSC2=C1C(=NC=C2)N[C@H]2CN(CCC2)C(=O)OC(C)(C)C